7-((4-(4-fluoropiperidin-1-yl)phenyl)amino)-2H-benzo[b][1,4]oxazin-3(4H)-one FC1CCN(CC1)C1=CC=C(C=C1)NC=1C=CC2=C(OCC(N2)=O)C1